C(=CC)C1OC2(NC1)CCCCC2 2-propenyl-1-oxa-4-azaspiro[4.5]decane